C(C)C(C(=O)OCCCCCCCCCC)(C(=O)OCCCCCCCCCC)CCCCN(CCCO)CCCCCCOC(C(CCCCCCCC)CCCCCC)=O didecyl 2-ethyl-2-(4-((6-((2-hexyldecanoyl)oxy)hexyl)(3-hydroxypropyl)amino)butyl)malonate